C(CCC)C1=C(C=CC(=C1)C1=CC=C(C=C1)O)O butyl-4,4'-biphenol